(3-bromobenzyl)trimethylammonium BrC=1C=C(C[N+](C)(C)C)C=CC1